FC=1C=C(C(=O)N2C(=CC=C2)C=O)C=CC1 1-(3-fluorobenzoyl)pyrrole-2-carbaldehyde